tert-butyl 2-(trifluoromethanesulfonyloxy)-6,8-dihydro-5H-1,7-naphthyridine-7-carboxylate FC(S(=O)(=O)OC1=NC=2CN(CCC2C=C1)C(=O)OC(C)(C)C)(F)F